C(C)(C)(C)CC(C(=O)O[O-])(C)C tert.Butylperoxypivalate